C(C)(C)(C)NC1=CC(=CC2=CC(=CC=C12)Cl)C(=O)OC methyl 4-(tert-butylamino)-7-chloro-2-naphthoate